Cl.Cl.N[C@H](C(=O)OCC1=CC(=NC(=C1)Cl)Cl)CCC1=CC(=CC=C1)N (2,6-Dichloropyridin-4-yl)methyl (S)-2-amino-4-(3-aminophenyl)butanoate dihydrochloride